3-chloro-4-[(3-fluorobenzyloxy)phenyl]-6-iodo-quinazolinamine ClN1C(N=C2C=CC(=CC2=C1C1=C(C=CC=C1)OCC1=CC(=CC=C1)F)I)N